2-[1-(3-thiazol-2-ylpyrazin-2-yl)ethyl]isoindoline-1,3-dione S1C(=NC=C1)C=1C(=NC=CN1)C(C)N1C(C2=CC=CC=C2C1=O)=O